9-(tert-butoxycarbonyl)-14-(3-((tert-butoxycarbonyl)amino)propyl)-2,2-dimethyl-4,15-dioxo-3-oxa-5,9,14-triaza-nonadecan-19-oic acid C(C)(C)(C)OC(=O)N(CCCNC(OC(C)(C)C)=O)CCCCN(C(CCCC(=O)O)=O)CCCNC(=O)OC(C)(C)C